2-Fluoro-5-hydrazinopyridine FC1=NC=C(C=C1)NN